ClC=1C=C(C=C(C1)NS(=O)(=O)C)NC(=O)C1=CN(C(=C1)C1=NC=C(C=N1)OC1CN(C1)C(C)C)CC(F)(F)F N-(3-chloro-5-(methylsulfonamido)phenyl)-5-(5-((1-isopropylazetidin-3-yl)oxy)pyrimidin-2-yl)-1-(2,2,2-trifluoroethyl)-1H-pyrrole-3-carboxamide